4,4-di(N-carbazolyl)biphenyl tert-butyl-(3-hydrazineyl-3-oxopropyl)carbamate C(C)(C)(C)N(C(O)=O)CCC(=O)NN.C1=CC=CC=2C3=CC=CC=C3N(C12)C1(CC=C(C=C1)C1=CC=CC=C1)N1C2=CC=CC=C2C=2C=CC=CC12